O1C(CCCC1)CC(=O)NNC(=O)OC(C)(C)C tert-butyl 2-(2-(tetrahydro-2H-pyran-2-yl)acetyl)hydrazine-1-carboxylate